FC(C1=NOC(=C1)C1=C(OC2=NC=CC=N2)C=CC=C1F)(F)F 2-[3-(trifluoromethyl)-5-isoxazolyl]-3-fluorophenoxylpyrimidin